OC(CCN1N=C2C=C(C(=CC2=C1)NC(=O)C=1N=C(SC1)C=1C=NC=CC1)C=1C=C(C(=O)OC)C=CC1)(C)C methyl 3-(2-(3-hydroxy-3-methylbutyl)-5-(2-(pyridin-3-yl)thiazole-4-carboxamido)-2H-indazol-6-yl)benzoate